(R)-N-(3-(3'-chloro-6-methoxy-5-((((5-oxopyrrolidin-2-yl)methyl)amino)methyl)-[2,4'-bipyridin]-2'-yl)-2-methylphenyl)-4-(((2-hydroxyethyl)amino)methyl)thiazole-2-carboxamide ClC=1C(=NC=CC1C1=NC(=C(C=C1)CNC[C@@H]1NC(CC1)=O)OC)C=1C(=C(C=CC1)NC(=O)C=1SC=C(N1)CNCCO)C